C(C)(C)(C)OC(=O)N1CC(C1)C1=NN(C2=NC=CC(=C21)CO)C2=C(C=C(C=C2)OC(F)(F)F)C 3-(4-(hydroxymethyl)-1-(2-methyl-4-(trifluoromethoxy)phenyl)-1H-pyrazolo[3,4-b]pyridin-3-yl)azetidine-1-carboxylic acid tert-butyl ester